(2R,4R)-4-(((tert-butyl-diphenyl-silyl)oxy)methyl)hex-5-en-2-ol C(C)(C)(C)[Si](OC[C@H](C[C@@H](C)O)C=C)(C1=CC=CC=C1)C1=CC=CC=C1